CN1C(=CC2=CC=CC=C12)C(=O)NC(C(=O)O)C [(1-Methyl-1H-indole-2-carbonyl)amino]propionic acid